COC=1C=C(C=CC1)C1=CC=C(C=C1)NC=1C=C(C(=O)N(C)C)C=CC1C 3-((3'-Methoxy-[1,1'-biphenyl]-4-yl)amino)-N,N,4-trimethylbenzamid